O1C(OCCC1)N1OC=2C(CCC1)C(C=CC2)C2=CN=C(S2)C=2C=NC=CC2 2-(1,3-dioxan-2-yl)-6-[2-(3-pyridinyl)-5-thiazolyl]-tetrahydrobenzoxazepine